NC1=C(C=C(C=C1)N1CCC(CC1)CN1CC(C1)C(=O)OC(C)(C)C)OC tertiary butyl 1-((1-(4-amino-3-methoxyphenyl)piperidin-4-yl)methyl)azetidin-3-carboxylate